O=C1N(C(C=C1)=O)CCCCCC(=O)NCC(=O)NC(C(=O)O)CC1=CC=CC=C1 2-(2-(6-(2,5-dioxo-1H-pyrrol-1-yl)hexanoylamino)acetamido)-3-phenylpropionic acid